C(C)OP(OCC)OP(OCC)OCC.C(O)NC(C=C)=O N-Methylolacrylamid Tetraethyldiphosphit